ClC1=C(C=C(C(=C1)F)S(N(C)C(C(=O)N(C)OC)CC(C)C)(=O)=O)C1=CC(=CC=C1)C(=O)OC(C)(C)C tert-butyl 2'-chloro-4'-fluoro-5'-(N-(1-(methoxy(methyl)amino)-4-methyl-1-oxopentan-2-yl)-N-methylsulfamoyl)-[1,1'-biphenyl]-3-carboxylate